CC1(COC2=CC(=CC=C2C1NC(O[C@@H]1CN2CCC1CC2)=O)C2=CC=C(C=C2)C=C)C (S)-quinuclidin-3-yl (3,3-dimethyl-7-(4-vinylphenyl)chroman-4-yl)carbamate